[Cl-].[Cl-].C1(=CC=C(C=C1)P(C1=CC=C(C=C1)C)C1=CC=C(C=C1)C)C.C1(=CC=C(C=C1)P(C1=CC=C(C=C1)C)C1=CC=C(C=C1)C)C.[Pd+2] palladium (II) bis(tri-p-tolylphosphine) dichloride